NC=1C=C(C=C(C1Cl)N[C@@H](C)C1CCNCC1)C1=NNC(O1)=O 5-(3-Amino-4-chloro-5-{[(1S)-1-(piperidin-4-yl)ethyl]amino}phenyl)-1,3,4-oxadiazol-2(3H)-one